(S)-2-((tetrahydro-2H-pyran-4-yl)methoxy)-5-((2-(2,2,2-trifluoroethyl)-6-vinyl-3,4-dihydroquinolin-1(2H)-yl)sulfonyl)benzoic Acid O1CCC(CC1)COC1=C(C(=O)O)C=C(C=C1)S(=O)(=O)N1[C@@H](CCC2=CC(=CC=C12)C=C)CC(F)(F)F